2-methyl-6-[6-(trifluoromethyl)-2-[4-(trifluoromethyl)cyclohexyl]-3-pyridyl]-1H-pyridin-4-one CC=1NC(=CC(C1)=O)C=1C(=NC(=CC1)C(F)(F)F)C1CCC(CC1)C(F)(F)F